[C@@H]1(C=CC2=CC=CC=C12)O (1S,2S)-indenol